BrC1=CC(=CC=C1)CC=C[N+](=O)[O-] 1-bromo-3-(3-nitroallyl)benzene